3-[[1-(1-cyclopropylpyrazol-4-yl)-6-oxo-piperidine-3-carbonyl]amino]-5,6-dimethyl-pyrazine-2-carboxamide C1(CC1)N1N=CC(=C1)N1CC(CCC1=O)C(=O)NC=1C(=NC(=C(N1)C)C)C(=O)N